1-((2-((R*)-1-Amino-2-((1,1,1-trifluoro-2-methylpropan-2-yl)oxy)ethyl)-1H-imidazo[4,5-b]pyridin-5-yl)methyl)-4-(trifluoromethyl)imidazolidin-2-one N[C@@H](COC(C(F)(F)F)(C)C)C=1NC=2C(=NC(=CC2)CN2C(NC(C2)C(F)(F)F)=O)N1 |o1:1|